N-methyl-2,6-dimethoxyaniline CNC1=C(C=CC=C1OC)OC